FC(C1=NN=C(O1)C=1C=CC(=NC1)C(C)N1N=NC(=C1)C=1C=CC(=NC1)N)F 5-(1-(1-(5-(5-(difluoromethyl)-1,3,4-oxadiazol-2-yl)pyridin-2-yl)ethyl)-1H-1,2,3-triazol-4-yl)pyridin-2-amine